3-bromo-N-(3-(2-fluorophenyl)-2-methylbutan-2-yl)-1-methyl-1H-pyrrolo[2,3-b]pyridine-5-carboxamide BrC1=CN(C2=NC=C(C=C21)C(=O)NC(C)(C(C)C2=C(C=CC=C2)F)C)C